5-(3-(Difluoromethoxy)phenyl)-N-(3-((4-methylpiperazin-1-yl)methyl)-1,2,4-thiadiazol-5-yl)furan-3-carboxamide FC(OC=1C=C(C=CC1)C1=CC(=CO1)C(=O)NC1=NC(=NS1)CN1CCN(CC1)C)F